4-(4-((1-benzylpiperidin-4-yl)methyl)piperazin-1-yl)-3-((4-(heptyloxy)phenyl)sulfonyl)-6-(methylthio)quinoline C(C1=CC=CC=C1)N1CCC(CC1)CN1CCN(CC1)C1=C(C=NC2=CC=C(C=C12)SC)S(=O)(=O)C1=CC=C(C=C1)OCCCCCCC